ClC1=C(C(=C(C=C1OC)OC)Cl)C1=CC2=C(N=C(N=C2)NC2=C(C=CC=C2C)NC(C=C)=O)C(=N1)NC1CN(C1)C N-(2-((6-(2,6-dichloro-3,5-dimethoxyphenyl)-8-((1-methylazetidin-3-yl)amino)pyrido[3,4-d]pyrimidin-2-yl)amino)-3-methylphenyl)acrylamide